C(#N)C=1C=CC(=NC1)N1CCN(CC1)CC(=O)NC1CCC=2C1=NNC(C2C(F)(F)F)=O (4-(5-cyanopyridin-2-yl)piperazin-1-yl)-N-(3-oxo-4-(trifluoromethyl)-3,5,6,7-tetrahydro-2H-cyclopenta[c]pyridazin-7-yl)acetamide